2'-(5-methoxy-1H-1,3-benzodiazol-2-yl)-5'-methyl-4-{[(1R)-1-phenylbutyl]carbamoyl}-[1,1'-biphenyl]-2-carboxylic acid COC1=CC2=C(NC(=N2)C2=C(C=C(C=C2)C)C=2C(=CC(=CC2)C(N[C@H](CCC)C2=CC=CC=C2)=O)C(=O)O)C=C1